ClC(C(=O)NC(C(C(CC(=O)O)O)O)(CO)O)CC(CCl)C1=C(C=CC=C1)COC1(CC1)C=1C=NC=CC1C1=C(C=CC=C1)OC1CC1 5-[2,5-dichloro-4-({1-[4-(2-cyclopropoxyphenyl)pyridin-3-yl]cyclopropoxymethyl}phenyl)pentanamido]-3,4,5,6-tetrahydroxyhexanoic acid